CC=1OC2=NC(=CC(=C2N1)C)C1=CC(=C2C=C(N=NC2=C1)C1CCN(CC1)CC)F 7-(2,7-dimethyl[1,3]oxazolo[5,4-b]pyridin-5-yl)-3-(1-ethylpiperidin-4-yl)-5-fluorocinnoline